(4-((S)-2-(2-chloropyridin-4-yl)propyl)-6-(((R)-1-hydroxy-4-methylpent-2-yl)amino)-1,3,5-triazin-2-yl)methanesulfonamide ClC1=NC=CC(=C1)[C@H](CC1=NC(=NC(=N1)N[C@@H](CO)CC(C)C)CS(=O)(=O)N)C